[Si].FC(C1=C(C=C(C(=O)O)C=C1[2H])[2H])(F)F 4-(trifluoromethyl)benzoic acid-3,5-d2 silicon